C1(=CC=CC=C1)C1=NC(=NC(=N1)C1=CC=CC=C1)C=1C(=C(C(=CC1)C1=CC=NC=C1)C=1C=CC=2N(C3=CC=CC=C3C2C1)C1=CC=CC=C1)C=1C=CC=2N(C3=CC=CC=C3C2C1)C1=CC=CC=C1 3,3'-(3-(4,6-diphenyl-1,3,5-triazin-2-yl)-6-(pyridin-4-yl)-1,2-phenylene)bis(9-phenyl-9H-carbazole)